2-(3-methoxyphenyl)acetic acid methyl ester COC(CC1=CC(=CC=C1)OC)=O